1-(6-Fluoro-2-methylpyridin-3-yl)prop-2-yn-1-yl acetate C(C)(=O)OC(C#C)C=1C(=NC(=CC1)F)C